4-Hydroxy-pentadecanoic acid OC(CCC(=O)O)CCCCCCCCCCC